[Si](C)(C)(C(C)(C)C)OC1C(CNCC1)C(=O)OC methyl 4-((tert-butyldimethylsilyl)oxy)piperidine-3-carboxylate